N,N'-dinitroso-p-phenylenediamine N(=O)NC1=CC=C(C=C1)NN=O